COC(CCC(=O)C=1SC=C(C1)Br)=O 4-(4-bromothien-2-yl)-4-oxobutanoic acid methyl ester